CN(C[C@@H]([C@H]([C@@H]([C@@H](CO)O)O)O)O)C (2R,3R,4R,5S)-6-(dimethylamino)hexane-1,2,3,4,5-pentol